1-(4-(4-((1-isopropyl-3-(trifluoromethyl)-1H-pyrazol-4-yl)amino)pyrimidin-2-yl)phenyl)imidazolidin-2-one C(C)(C)N1N=C(C(=C1)NC1=NC(=NC=C1)C1=CC=C(C=C1)N1C(NCC1)=O)C(F)(F)F